1-((2-(3-(3-((4-methyl-4H-1,2,4-triazol-3-yl)methyl)oxetan-3-yl)phenyl)-3-oxo-7-(trifluoromethyl)isoindolin-5-yl)methyl)azetidine-3-carbonitrile CN1C(=NN=C1)CC1(COC1)C=1C=C(C=CC1)N1CC2=C(C=C(C=C2C1=O)CN1CC(C1)C#N)C(F)(F)F